FC=1C=C(C=CC1)C1=CC(=CN=N1)C(=O)C1=CC=C(C=C1)C (6-(3-Fluorophenyl)pyridazin-4-yl)(p-tolyl)methanone